COC(C1=C(C=C(C=C1)Cl)C=1SC(=CC1)CC=C)=O 4-chloro-2-[5-(prop-2-en-1-yl)thiophen-2-yl]benzoic acid methyl ester